[Ga].[As].[In] indium-arsenic-gallium